FC1=C(C=C(C(=C1)C(F)(F)F)C=1N=NC=CC1)NC(=O)N1C2CC(CC1C2)C N-[2-fluoro-5-pyridazin-3-yl-4-(trifluoromethyl)phenyl]-3-methyl-6-azabicyclo[3.1.1]heptane-6-carboxamide